trans-4-(Fmoc-aminomethyl)butyric acid C(=O)(OCC1C2=CC=CC=C2C2=CC=CC=C12)C(CCCC(=O)O)N